C(C)OS(=O)(=O)[O-].C(C=C)(=O)NCCC[N+](C)(C)CC acryloylaminopropyl-N-ethyl-N,N-dimethylammonium monoethyl-sulfate